BrC=1C=C2C(=NC1)N(C=C2I)C2=CC=C(C=C2)C 5-bromo-3-iodo-1-p-tolyl-1H-pyrrolo[2,3-b]pyridine